carbon copper-cobalt [Co].[Cu].[C]